FC1=CC(=C(C=C1)NC1=NC=C(C(=N1)N1C=C(C=C1)C(=O)NC(CO)C1=CC(=CC=C1)Cl)C)OC 1-(2-((4-fluoro-2-methoxyphenyl)amino)-5-methylpyrimidin-4-yl)-N-(1-(3-chlorophenyl)-2-hydroxyethyl)-1H-pyrrole-3-carboxamide